2-((7-(3-chloro-4-fluorophenyl)-6,7-dihydro-4H-pyrano[3,4-d]thiazol-2-yl)amino)-2-oxoethyl methylsulfamate CNS(OCC(=O)NC=1SC2=C(N1)COCC2C2=CC(=C(C=C2)F)Cl)(=O)=O